C(CCCCCC)C(OCCCCCCN(CCCCO)CCCC\C=C/C\C=C/C\C=C/C\C=C/C\C=C/CC)O[Si](CCCCCCCC)(C)C 13-heptyl-5-((5Z,8Z,11Z,14Z,17Z)-icosa-5,8,11,14,17-pentaen-1-yl)-15,15-dimethyl-12,14-dioxa-5-aza-15-silatricosan-1-ol